((1R,5S,6r)-3-azabicyclo[3.1.0]hexan-6-yl)methanol C1[C@@H]2[C@@H](C2CO)CN1